FC(C1=NC(=NO1)C=1C=CC=2N(C1)C=C(N2)C(=O)OCC)(F)F ethyl 6-(5-(trifluoromethyl)-1,2,4-oxadiazol-3-yl)imidazo[1,2-a]pyridine-2-carboxylate